3-fluoro-4-nitro-pyrazol FC1=NNC=C1[N+](=O)[O-]